tert-butyl 4-(2-oxo-2,3-dihydrobenzo[d]oxazol-6-yl)-3,6-dihydropyridine-1(2H)-carboxylate O=C1OC2=C(N1)C=CC(=C2)C=2CCN(CC2)C(=O)OC(C)(C)C